(3,3-difluoro-4,4-dimethyl-pyrrolidin-1-yl)-2-(2,4-dimethoxypyrimidin-5-yl)-7-methyl-pyrazolo[1,5-a]pyrazine FC1(CN(CC1(C)C)C=1C(=NN2C1C=NC=C2C)C=2C(=NC(=NC2)OC)OC)F